alanyl-N-(4-carboxyphenyl)-L-valinamide N[C@@H](C)C(=O)N[C@@H](C(C)C)C(=O)NC1=CC=C(C=C1)C(=O)O